2,5-diisocyanatothiotetrahydrothiophene N(=C=O)SC1SC(CC1)SN=C=O